C(#N)C1=C(C=CC=C1OCCCN1CCOCC1)C1=C(C(=CC=C1)C=1OC2=C(N1)C=C(C(=C2)OC)CN2C(COCC2)CC(=O)O)C 4-((2-(2'-cyano-2-methyl-3'-(3-morpholinopropoxy)-[1,1'-biphenyl]-3-yl)-6-methoxybenzo[d]oxazol-5-yl)methyl)morpholine-3-acetic acid